ClC=1C(=CC(=C(C(=O)OC)C1)C1CCOC2=CC(=CC=C12)F)C methyl 5-chloro-2-(7-fluorochroman-4-yl)-4-methylbenzoate